C1(C=2C(C(N1N(C(C)=O)CC(F)(F)F)=O)=CC=CC2)=O N-phthalimido-N-(2,2,2-trifluoroethyl)acetamide